ClC1=CN(C2=NC=CC(=C21)OC2=C(C=C(C=C2F)NC=2SCC[C@H](N2)C)F)COCC[Si](C)(C)C |r| (+/-)-N-{4-[(3-chloro-1-{[2-(trimethylsilyl)ethoxy]methyl}-1H-pyrrolo[2,3-b]pyridin-4-yl)oxy]-3,5-difluorophenyl}-4-methyl-5,6-dihydro-4H-1,3-thiazin-2-amine